NCC1(CC2CCC2C1)CC(=O)O (3-(aminomethyl)bicyclo[3.2.0]hept-3-yl)acetic acid